FCC=1C(=NC=C(C1)F)OC (fluoromethyl)-5-fluoro-2-methoxypyridine